CO[C@@H]1CC[C@@]2([C@H]3C[C@@H]([C@@]4([C@H](CC[C@H]4[C@@H]3[C@@H](C[C@@H]2C1)OC)[C@@H](CCC(=O)O)C)C)OC)C (R)-4-((3R,5S,7R,8R,9S,10S,12S,13R,14S,17R)-3,7,12-trimethoxy-10,13-dimethylhexadecahydro-1H-cyclopenta[a]phenanthren-17-yl)pentanoic acid